FC1(CN(CC1)CC(C)NC(OCC1=CC=CC=C1)=O)F benzyl (1-(3,3-difluoropyrrolidin-1-yl)propan-2-yl)carbamate